di-n-propyl ditelluride C(CC)[Te][Te]CCC